1-benzyl-2-pyrrolidone C(C1=CC=CC=C1)N1C(CCC1)=O